Rac-(7-(fluoromethyl)-1,4-dioxaspiro[4.5]dec-7-yl)methylamine FC[C@]1(CC2(OCCO2)CCC1)CN |r|